COC(CC1=CC=CC=C1)OC PHENYLACETALDEHYD DIMETHYLACETAL